1-[1-(cyanomethyl)-4-(4-ethynylanilino)cyclohexyl]-3-(cyclopropanecarbonylamino)pyrazole-4-carboxamide C(#N)CC1(CCC(CC1)NC1=CC=C(C=C1)C#C)N1N=C(C(=C1)C(=O)N)NC(=O)C1CC1